decanethioic acid C(CCCCCCCCC)(O)=S